1-[2-(2,6-dioxo-3-piperidyl)-6-fluoro-1-oxo-isoindolin-5-yl]Piperidine-4-carbaldehyde O=C1NC(CCC1N1C(C2=CC(=C(C=C2C1)N1CCC(CC1)C=O)F)=O)=O